BrC=1C(=NC2=NC(=CC=C2C1)NCCCCC)NC(=O)NC(C)(C)C 1-(3-bromo-7-(pentylamino)-1,8-naphthyridin-2-yl)-3-(tert-butyl)urea